OCCCN(CCC(=O)OC)CCC(=O)OC N-(3-hydroxy-1-propyl)-bis[2-(methoxycarbonyl)ethyl]amine